N-benzyl-acridone C(C1=CC=CC=C1)N1C=2C=CC=CC2C(C2=CC=CC=C12)=O